BrC1=C(C(=O)NCC(=O)N[C@@H](CC(C)C)B2OC(C(O2)(CC(=O)O)CC(=O)O)=O)C=C(C=C1)F (R)-2,2'-(2-(1-(2-(2-bromo-5-fluoro-benzoylamino)acetylamino)-3-methylbutyl)-5-oxo-1,3,2-dioxaborolan-4,4-diyl)diacetic acid